5-(5-chloro-6-methyl-1H-indazol-4-yl)-8-(((2S,4R)-4-fluoro-1-methylpyrrolidin-2-yl)methoxy)-10-(piperazin-1-yl)-3,4-dihydro-2H-pyrano[2,3-f]quinazoline ClC=1C(=C2C=NNC2=CC1C)C1=C2C(=C3C(=NC(=NC3=C1)OC[C@H]1N(C[C@@H](C1)F)C)N1CCNCC1)OCCC2